1-(2-(ethoxymethoxy)ethoxy)butane C(C)OCOCCOCCCC